3-(S)-(1-formamido-1,1-diphenylmethyl)pyrrolidine C(=O)NC(C1=CC=CC=C1)(C1=CC=CC=C1)[C@@H]1CNCC1